N-(7-(4-(tert-butyl)phenyl)-2-(4-fluorophenyl)thieno[3,2-d]pyrimidin-4-yl)-5-nitrothiophene-2-carboxamide C(C)(C)(C)C1=CC=C(C=C1)C1=CSC2=C1N=C(N=C2NC(=O)C=2SC(=CC2)[N+](=O)[O-])C2=CC=C(C=C2)F